C1(CC(C(CC1)C(C)C)OC(C(C)O)O)C (-)-menthoxy-1,2-propanediol